[Re+].ClCC(=O)C=1C(=NC(=C(C1C(C)(C)C)C(=O)C)C(=O)C)C1=NC=CC(=C1)C(C)(C)C chlorotrimethylcarbonyl-(4,4'-di-tert-butyl-2,2'-bipyridine) rhenium (I)